OC(C(=O)C1=CC=C(C=C1)CC1=CC=C(C=C1)C(C(C)(C)O)=O)(C)C 2-hydroxy-1-(4-[4-(2-hydroxy-2-methyl-propionyl)-benzyl]-phenyl)-2-methylpropan-1-one